C1=CC=CC=2C(C3=C(CCC21)C=CC=C3)C3OCCC(C3)NS(=O)(=O)C3=CC=C(C=C3)C(F)(F)F N-(2-(10,11-dihydro-5H-dibenzo[a,d][7]annulen-5-yl)tetrahydro-2H-pyran-4-yl)-4-(trifluoromethyl)benzenesulfonamide